(2R,3S,4R,5R)-2-((R)-hydroxy(4-isopropylphenyl)methyl)-3-methyl-5-(4-methyl-7H-pyrrolo[2,3-d]pyrimidin-7-yl)tetrahydrofuran-3,4-diol O[C@@H]([C@H]1O[C@H]([C@@H]([C@@]1(O)C)O)N1C=CC2=C1N=CN=C2C)C2=CC=C(C=C2)C(C)C